9,9-dioctylfluorene-2,7-bis(boronic acid pinacol ester) C(CCCCCCC)C1(C2=CC(=CC=C2C=2C=CC(=CC12)B1OC(C)(C)C(C)(C)O1)B1OC(C)(C)C(C)(C)O1)CCCCCCCC